dimethyl-pentamethyl-cyclopentadienyl-(1-methyl-1,5,6,7-tetrahydro-s-indacene) hafnium [Hf].CC(C1(C(=C(C(=C1C)C)C)C)C1(C=CC2=CC=3CCCC3C=C12)C)C